S1C=NC2=C1C=CC(=C2)NC2=CC=NC1=CC(=CC=C21)C2=CC=C(C=C2)C(=O)N2CC(C2)O (4-(4-(benzo[d]thiazol-5-ylamino)quinolin-7-yl)phenyl)(3-hydroxyazetidin-1-yl)methanone